(S or R)-4-({4-[2-(aminomethyl)-azetidin-1-yl]butyl}amino)-5-chloro-2-fluoro-N-1,3-thiazol-2-ylbenzene-sulfonamide NC[C@H]1N(CC1)CCCCNC1=CC(=C(C=C1Cl)S(=O)(=O)NC=1SC=CN1)F |o1:2|